2-(2,6-dioxopiperidin-3-yl)-5-((1,1,1-trifluoro-6-(2-(2-(2-((5-(5-methyl-5H-pyrido[4,3-b]indol-7-yl)pyridin-2-yl)oxy)ethoxy)ethoxy)ethoxy)hexan-2-yl)oxy)isoindoline-1,3-dione O=C1NC(CCC1N1C(C2=CC=C(C=C2C1=O)OC(C(F)(F)F)CCCCOCCOCCOCCOC1=NC=C(C=C1)C=1C=CC=2C3=C(N(C2C1)C)C=CN=C3)=O)=O